N-(5-(((R)-1-(benzothiazol-2-yl)pyrrolidin-3-yl)amino)-1,3,4-thiadiazol-2-yl)-2-methoxy-2-phenylacetamide S1C(=NC2=C1C=CC=C2)N2C[C@@H](CC2)NC2=NN=C(S2)NC(C(C2=CC=CC=C2)OC)=O